dimethylphenyl-(4-methylbenzyl)ammonium hexafluorophosphate F[P-](F)(F)(F)(F)F.C[N+](CC1=CC=C(C=C1)C)(C1=CC=CC=C1)C